ClC1=NN(C(=C1)C(=O)NC1=C(C=C(C=C1C(=O)NC)C#N)C)C1=NC=CC=C1Cl 3-chloro-1-(3-chloro-2-pyridinyl)-N-[4-cyano-2-methyl-6-[(methylamino)carbonyl]phenyl]-1H-pyrazole-5-carboxamide